The molecule is decaanion of 1D-myo-inositol 1,2,3,5,6-pentakisphosphate arising from global deprotonation of the phosphate functions. It is a conjugate base of a 1D-myo-inositol 1,2,3,5,6-pentakisphosphate. [C@H]1([C@H](C([C@@H]([C@@H](C1O)OP(=O)([O-])[O-])OP(=O)([O-])[O-])OP(=O)([O-])[O-])OP(=O)([O-])[O-])OP(=O)([O-])[O-]